2,5-dimethoxybromobenzene COC1=C(C=C(C=C1)OC)Br